8-((2S,5R)-2,5-diethylpiperazin-1-yl)-5-methyl-6-oxo-5,6-dihydroimidazo[1,2-b]pyridazine-2-carbaldehyde O-methyl oxime CON=CC=1N=C2N(N(C(C=C2N2[C@H](CN[C@@H](C2)CC)CC)=O)C)C1